CC1=C(C=CC=C1)[C@@H]1NC(OC1(C)C)=O (S)-4-(2-methylphenyl)-5,5-dimethyl-oxazolidinone